ClC1=C(C=CC(=C1)C1=NC(=CN=C1)C)C1=CC2=C(N=C(N=C2)S(=O)(=O)C)N2C1=NCC2 6-(2-chloro-4-(6-methylpyrazin-2-yl)phenyl)-2-(methylsulfonyl)-8,9-dihydroimidazo[1',2':1,6]pyrido[2,3-d]pyrimidine